methyl 3-(1-(2,4-dichlorobenzoyl)piperidin-4-yl)-2-oxo-2,3-dihydro-1H-benzo[d]imidazole-5-carboxylate ClC1=C(C(=O)N2CCC(CC2)N2C(NC3=C2C=C(C=C3)C(=O)OC)=O)C=CC(=C1)Cl